CC1=CC(=NC=2N1N=CC2C(=O)O)NC 7-methyl-5-(methylamino)pyrazolo[1,5-a]Pyrimidine-3-carboxylic acid